C(C)(C)(C)[C@@H]1CC=2C=C3C(=NC2CC1)SC(=N3)C(=O)N[C@H](CCNC3CCOCC3)C3=CC=C(C=C3)C3=CNC(C=C3)=O (7S)-7-tert-butyl-N-[(1R)-1-[4-(6-oxo-1H-pyridin-3-yl)phenyl]-3-(tetrahydropyran-4-ylamino)propyl]-5,6,7,8-tetrahydrothiazolo[5,4-b]quinoline-2-carboxamide